C(C)(C)C1=C(NC2=CC=C(C=C12)OC1CCN(CC1)C(C)C)C=1C(=C(C(N(C1)C)=O)C)C 5-(3-Isopropyl-5-((1-isopropylpiperidin-4-yl)oxy)-1H-indol-2-yl)-1,3,4-trimethylpyridin-2(1H)-on